(R)-N-[3-(1-Hydroxycarbamoylmethyl-2-naphthalen-2-yl-ethyl)-3H-[1,2,3]triazol-4-ylmethyl]-benzamide ONC(=O)C[C@@H](CC1=CC2=CC=CC=C2C=C1)N1N=NC=C1CNC(C1=CC=CC=C1)=O